S1C(=NC2=C1C=CC=C2)C2=CC=1C(=C3C(CCN4C3=C(C1)C(CC4)(C)C)(C)C)OC2=O 10-(benzo[d]thiazol-2-yl)-1,1,7,7-tetramethyl-2,3,6,7-tetrahydro-1H,5H,11H-pyrano[2,3-f]pyrido[3,2,1-ij]quinolin-11-one